N-(2-((5-bromo-2-((2-methoxy-5-(1-methyl-1H-pyrazol-4-yl)-4-(3-oxa-9-azaspiro[5.5]undecan-9-yl)phenyl)amino)pyrimidin-4-yl)amino)phenyl)methanesulfonamide BrC=1C(=NC(=NC1)NC1=C(C=C(C(=C1)C=1C=NN(C1)C)N1CCC2(CCOCC2)CC1)OC)NC1=C(C=CC=C1)NS(=O)(=O)C